C(#N)C1=CC=C(C=C1)C1=CN(C2=CC(=CC=C12)NC(C1=CC(=C(C=C1)C)C#CC1=CN=C2N1N=CC=C2)=O)C N-(3-(4-Cyanophenyl)-1-methyl-1H-indol-6-yl)-3-(imidazo[1,2-b]pyridazin-3-ylethynyl)-4-methylbenzamide